BrC=1C=CC(=C(C(=O)NC2=CC=C(C=C2)C(C(F)(F)F)(C(F)(F)F)O)C1)Cl 5-bromo-2-chloro-N-(4-(1,1,1,3,3,3-hexafluoro-2-hydroxypropan-2-yl)phenyl)benzamide